C(CCC)NC(C(C1CCN(CC1)CC)N(C(CCCCCCC)=O)C(CCCCCCCC)CCCCCCCC)=O N-(2-(butylamino)-1-(1-ethylpiperidin-4-yl)-2-oxoethyl)-N-(heptadec-9-yl)octanamide